C(CCCCCCCCCCC)N(C(C1=C(C=C(C=C1)OC)F)=O)CC(C)(C)C N-dodecyl-2-fluoro-4-methoxy-N-neopentylbenzamide